NC1=C(C(=O)O)C=C(C(=C1)C(=O)O)N L-2,5-diaminoterephthalic acid